NC1=NC2=C(C=3N1N=C(N3)C=3OC=CC3)C=NN2C(C(=O)NCCO)(C)C2=CC=CC=C2 2-(5-amino-2-(furan-2-yl)-7H-pyrazolo[4,3-e][1,2,4]triazolo[1,5-c]pyrimidin-7-yl)-N-(2-hydroxyethyl)-2-phenylpropanamide